tert-butyl 4-(2-(4-(3-(4-methoxybenzyl)-2,4-dioxotetrahydropyrimidin-1(2H)-yl)-1H-indol-1-yl)ethyl)piperazine-1-carboxylate COC1=CC=C(CN2C(N(CCC2=O)C2=C3C=CN(C3=CC=C2)CCN2CCN(CC2)C(=O)OC(C)(C)C)=O)C=C1